(3S)-3-[(2S)-2-[(4-fluoro-1H-indol-2-yl)formamido]-4-methylpentanamido]-2-oxo-4-[(3S)-2-oxopyrrolidin-3-yl]butyl 2-oxo-2-phenylacetate O=C(C(=O)OCC([C@H](C[C@H]1C(NCC1)=O)NC([C@H](CC(C)C)NC(=O)C=1NC2=CC=CC(=C2C1)F)=O)=O)C1=CC=CC=C1